tert-butyl ((4-fluoro-6-(isoxazol-3-ylmethoxy)-1H-indol-2-yl)methyl)carbamate FC1=C2C=C(NC2=CC(=C1)OCC1=NOC=C1)CNC(OC(C)(C)C)=O